2-bromo-4-nitro-pyridin-3-ol BrC1=NC=CC(=C1O)[N+](=O)[O-]